[Si](C)(C)(C(C)(C)C)OCCCN1C=CC=2N=CN=C(C21)OC2=C(C=C(C=C2)NC(=O)C2=[N+](C(=CC=C2)C2=CC=C(C=C2)F)[O-])F 2-((4-((5-(3-((tert-butyldimethylsilyl)oxy)propyl)-5H-pyrrolo[3,2-d]pyrimidin-4-yl)oxy)-3-fluorophenyl)carbamoyl)-6-(4-fluorophenyl)pyridine 1-oxide